S(=O)(=O)(O)O.CC=1N=C(NC1)CCCC methylbutyl-imidazole sulfate